ethyl 3-(4-methylphenyl)oxirane-2-carboxylate CC1=CC=C(C=C1)C1C(O1)C(=O)OCC